BrC1=CC(=CC=N1)C(=O)[O-] 6-bromopyridine-4-carboxylate